2-butylthioethanol C(CCC)SCCO